CN(C(=O)C=1N=CN(C1)CC=1SC(=CC1)C1=NOC(=N1)C(F)(F)F)C N,N-dimethyl-1-[[5-[5-(trifluoromethyl)-1,2,4-oxadiazol-3-yl]-2-thienyl]methyl]imidazole-4-carboxamide